(S)-1-(5-chloro-3-fluoropyridin-2-yl)-4-(4-chlorobenzyl)-3-(oxetan-3-yl)piperazine-2,5-dione ClC=1C=C(C(=NC1)N1C([C@@H](N(C(C1)=O)CC1=CC=C(C=C1)Cl)C1COC1)=O)F